C1(=CC=CC=C1)C(C(=O)N[C@@H](CC1=CC=C(C=C1)NS(=O)(=O)O)C=1SC=C(N1)CC)CC1=CC=CC=C1 (S)-4-(2-(2,3-diphenylpropionylamino)-2-(4-ethylthiazol-2-yl)ethyl)phenylaminosulfonic acid